C(C)(CC)NC1C(C(CCC1)NC(C)CC)C N1,N3-disec-butyl-2-methyl-cyclohexane-1,3-diamine